2,2'-dibromo-4'-chloro-1,1'-biphenyl BrC1=C(C=CC=C1)C1=C(C=C(C=C1)Cl)Br